COC(C(CCC)C#N)=O 2-cyanovaleric acid methyl ester